5-allyl-3-[(S)-2,6-diamino-1-hexanoyl]amino-2-hydroxyphenylboronic acid C(C=C)C=1C=C(C(=C(C1)B(O)O)O)NC([C@H](CCCCN)N)=O